C1(=C(CCCC1)C(=O)O)C1=CC=CC=C1 3,4,5,6-tetrahydro-[1,1'-biphenyl]-2-carboxylic acid